The molecule is a mimotope of the pyruvate dehydrogenase E2 component (PDC-E2) comprising a [(2E)-3-(4-chlorophenyl)prop-2-enoyl]-group linked to the lipoated PDC-E2 core dodecapeptide (DKATIGFEVQEE) at N-6 of lysine. It has a role as a mimotope. It is a polypeptide, a lipopeptide and a member of monochlorobenzenes. CC[C@H](C)[C@@H](C(=O)NCC(=O)N[C@@H](CC1=CC=CC=C1)C(=O)N[C@@H](CCC(=O)O)C(=O)N[C@@H](C(C)C)C(=O)N[C@@H](CCC(=O)N)C(=O)N[C@@H](CCC(=O)O)C(=O)N[C@@H](CCC(=O)O)C(=O)O)NC(=O)[C@H]([C@@H](C)O)NC(=O)[C@H](C)NC(=O)[C@H](CCCCNC(=O)/C=C/C2=CC=C(C=C2)Cl)NC(=O)[C@H](CC(=O)O)NC(=O)C